1-((3R)-1-(sec-Butyl)piperidin-3-yl)-6-ethyl-5-(8-methoxy-[1,2,4]triazolo[1,5-a]pyridin-6-yl)-1,3-dihydro-2H-benzo[d]imidazol-2-on C(C)(CC)N1C[C@@H](CCC1)N1C(NC2=C1C=C(C(=C2)C=2C=C(C=1N(C2)N=CN1)OC)CC)=O